(2,4-cyclopentadien-1-yl)(1-methylethylbenzene) iron [Fe].C1(C=CC=C1)C1=C(C=CC=C1)C(C)C